2-butenamide succinate C(CCC(=O)O)(=O)O.C(C=CC)(=O)N